FC1=C(C=C(C(=C1)F)OCCS(=O)C)N1CCN(CC1)C(=O)[O-] (-)-4-(2,4-difluoro-5-(2-(methylsulfinyl) ethoxy) phenyl)-piperazine-1-carboxylate